potassium barium nickel [Ni].[Ba].[K]